2-Sec-Butyl-CycloHexanone C(C)(CC)C1C(CCCC1)=O